4-(2-(aminomethyl)-6-cyclopropylimidazo[1,2-a]pyridin-8-yl)thiomorpholin-3-one NCC=1N=C2N(C=C(C=C2N2C(CSCC2)=O)C2CC2)C1